N-(4-cyclopentyl-2-methoxyphenyl)-2-[(1-methyl-1H-1,2,3,4-tetrazol-5-yl)sulfanyl]-5-nitrobenzamide C1(CCCC1)C1=CC(=C(C=C1)NC(C1=C(C=CC(=C1)[N+](=O)[O-])SC1=NN=NN1C)=O)OC